NC=1C=C(C=C(C1)C(F)(F)F)[C@@H](C)NC(=O)C1=NN(C(C=C1)=O)CCOC N-[(1R)-1-[3-amino-5-(trifluoromethyl)phenyl]ethyl]-1-(2-methoxyethyl)-6-oxo-pyridazine-3-carboxamide